tert-butyl 5-[7-(2-methoxy-4,6-dimethyl-phenyl)-4-(1-methyl-2-oxo-pyrrolidin-3-yl)-1,8-naphthyridin-2-yl]-3,6-dihydro-2H-pyridine-1-carboxylate COC1=C(C(=CC(=C1)C)C)C1=CC=C2C(=CC(=NC2=N1)C1=CCCN(C1)C(=O)OC(C)(C)C)C1C(N(CC1)C)=O